N-(2-(1H-pyrazol-1-yl)benzyl)-2-(3-(aminomethyl)pyrrolidin-1-yl)-9-isopropyl-9H-purin-6-amine N1(N=CC=C1)C1=C(CNC2=C3N=CN(C3=NC(=N2)N2CC(CC2)CN)C(C)C)C=CC=C1